O1COC2=C1C=CC(=C2)C2CC(=CC(C2)=O)CCCCCC 5-(1,3-benzodioxole-5-yl)-3-hexylcyclohex-2-enone